(1s,4s)-4-(3-chloroanilino)-2'-{3-[(pyridin-3-yl)methoxy]phenyl}spiro[cyclohexane-1,1'-indene]-4-carboxylic acid ClC=1C=C(NC2(CCC3(C(=CC4=CC=CC=C34)C3=CC(=CC=C3)OCC=3C=NC=CC3)CC2)C(=O)O)C=CC1